FC1=C(C=CC(=C1)F)C1=NC=CC(=C1)NC1=NC=NC2=CC(=C(C=C12)NC(C=C)=O)OCCCN1CCN(CC1)CC N-(4-((2-(2,4-difluorophenyl)pyridin-4-yl)amino)-7-(3-(4-ethylpiperazin-1-yl)propoxy)quinazolin-6-yl)acrylamide